C1(CC1)NC=1C=C2C(=CN1)O[C@]1(CN([C@H](C1)C)CC1=C(N=C(S1)NC(C)=O)F)C2 N-(5-(((2r,5's)-5-(cyclopropylamino)-5'-methyl-3H-spiro[furo[2,3-c]pyridin-2,3'-pyrrolidin]-1'-yl)methyl)-4-fluorothiazol-2-yl)acetamide